COC(=O)C=1C=CC2=C(CCO2)C1F 4-fluoro-2,3-dihydrobenzofuran-5-carboxylic acid methyl ester